(2r,5r)-5-(benzylamino)-piperidine-2-carboxylic acid ethyl ester sulfate S(=O)(=O)(O)O.C(C)OC(=O)[C@@H]1NC[C@@H](CC1)NCC1=CC=CC=C1